C(=O)O.N[C@H](CNC(=O)N1CCN(CC1)C(C1=C(C=C(C=C1)NC=1C=2N(C=CN1)C(=CN2)C2=C(C(=C(C=C2)OC)F)Cl)C)=O)C N-[(2S)-2-aminopropyl]-4-[4-[[3-(2-chloro-3-fluoro-4-methoxy-phenyl)imidazo[1,2-a]pyrazin-8-yl]amino]-2-methyl-benzoyl]piperazine-1-carboxamide formate